7-(4-{4-[3-(1,3-dioxolan-2-yl)propoxy]phenyl}piperidin-1-yl)-1H-indole-3-carbonitrile O1C(OCC1)CCCOC1=CC=C(C=C1)C1CCN(CC1)C=1C=CC=C2C(=CNC12)C#N